C(C)OC(CC(CC(=O)OCC)NC1=NC(=NC=C1C)NC1=CC(=C(C=C1)B1OC(CO1)(C)C)C(=O)OC)=O 3-[[2-[4-(5,5-dimethyl-1,3,2-dioxaborolan-2-yl)-3-methoxycarbonyl-anilino]-5-methyl-pyrimidin-4-yl]amino]glutaric acid diethyl ester